tert-butyl (tert-butoxycarbonyl)(9-((2-(3,4-difluorophenyl)-5-(3-hydroxy-3-(pyridin-2-yl)piperidin-1-yl)pyridin-4-yl)methyl)-9H-purin-6-yl)carbamate C(C)(C)(C)OC(=O)N(C(OC(C)(C)C)=O)C1=C2N=CN(C2=NC=N1)CC1=CC(=NC=C1N1CC(CCC1)(C1=NC=CC=C1)O)C1=CC(=C(C=C1)F)F